Pyridinium ethyl sulfate S(=O)(=O)(OCC)[O-].[NH+]1=CC=CC=C1